ClC1=C(C=CC=C1)[C@@H]1C[C@@H](C=2N1N=C(N2)[S@@](=O)CF)F (5s,7s)-5-(2-chlorophenyl)-7-fluoro-2-[(R)-fluoromethylsulfinyl]-6,7-dihydro-5H-pyrrolo[1,2-b][1,2,4]triazole